C(CC(O)(C(=O)[O-])CC(=O)[O-])(=O)[O-].[NH4+].ClC1=NC=CC(=N1)C=1N=NN(C1)C1CCCC1.[NH4+].[NH4+] 2-chloro-4-(1-cyclopentyl-1H-1,2,3-triazol-4-yl)pyrimidine ammonium citrate